methyl (1R,5S,6r)-3-(5-(6-chloro-2',7-dimethyl-1H,2'H-[3,4'-biindazol]-1-yl)pyridin-2-yl)-3-azabicyclo[3.1.0]hexane-6-carboxylate ClC1=CC=C2C(=NN(C2=C1C)C=1C=CC(=NC1)N1C[C@H]2C([C@H]2C1)C(=O)OC)C=1C2=CN(N=C2C=CC1)C